N-[3-fluoro-4-[4-[[5-(4-methyl-piperazin-1-yl)-2-pyridyl]amino]-5-oxo-6H-1,6-naphthyridin-2-yl]phenyl]cyclohexanecarboxamide FC=1C=C(C=CC1C1=NC=2C=CNC(C2C(=C1)NC1=NC=C(C=C1)N1CCN(CC1)C)=O)NC(=O)C1CCCCC1